[Si](C)(C)(C(C)(C)C)OCC1=CC=C(C=C1)NS(=O)(=O)C1=NC=C(C=C1)C#N N-(4-(((tert-butyldimethylsilyl)oxy)methyl)phenyl)-5-cyanopyridine-2-sulfonamide